7-Fluoro-5-[(5-methoxypyridin-2-yl)methoxy]-2-(1-methyl-6-oxo-1,6-di-hydropyridazin-3-yl)-2,3-dihydro-1H-isoindol-1-one FC=1C=C(C=C2CN(C(C12)=O)C1=NN(C(C=C1)=O)C)OCC1=NC=C(C=C1)OC